BrC1=C(C(=CC(=C1)C(C(C(F)(F)F)(F)F)(C(F)(F)F)F)Cl)NC(=O)C=1C=CC(=C(C1)NC(C1=C(C=C(C=C1)C#N)C)=O)C#N N-[5-[[2-bromo-6-chloro-4-[1,2,2,3,3,3-hexafluoro-1-(trifluoromethyl)-propyl]phenyl]carbamoyl]-2-cyano-phenyl]-4-cyano-2-methylbenzamide